[(phenyl)(dibenzofuranyl)triazinyl]dibenzothiophene C1(=CC=CC=C1)C1=C(C(=NN=N1)C1=CC=CC=2SC3=C(C21)C=CC=C3)C3=CC=CC=2OC1=C(C23)C=CC=C1